C(C)(C)(C)OCCOCCOCCO triethylene glycol tertiary butyl ether